BrC1=C2C=CN=CC2=CC(=C1)C1=C(C=CC=C1C)F 5-bromo-7-(2-fluoro-6-methyl-phenyl)isoquinoline